N-(4-(3-(2,6-dimethylpyridin-4-yl)phenyl)thiazol-2-yl)-1-(4-methyl-3-(methylsulfonyl)benzoyl)azetidine-2-carboxamide CC1=NC(=CC(=C1)C=1C=C(C=CC1)C=1N=C(SC1)NC(=O)C1N(CC1)C(C1=CC(=C(C=C1)C)S(=O)(=O)C)=O)C